N-(4-methoxy-5-((6-(3-(3-(1-meth-yl-1H-pyrazol-4-yl)phenyl)isoxazolidin-2-yl)pyrimidin-4-yl)amino)-2-(4-methylpiperazin-1-yl)phenyl)-acrylamide COC1=CC(=C(C=C1NC1=NC=NC(=C1)N1OCCC1C1=CC(=CC=C1)C=1C=NN(C1)C)NC(C=C)=O)N1CCN(CC1)C